trichlorohexa-animine cobalt [Co].ClC(CCCCC=N)(Cl)Cl